3-[[[3-(aminomethyl)-3,5,5-trimethylcyclohexyl]amino]methyl]-3,5,5-trimethylcyclohexylamine NCC1(CC(CC(C1)(C)C)NCC1(CC(CC(C1)(C)C)N)C)C